C1=CC=C(C=2SC3=C(C21)C=CC=C3)C3=CC=C(C=C3)C3=CC=C(C=C3)B(O)O 4'-(Dibenzothien-4-yl)-4,1'-Biphenylboronic acid